C(#N)C1=CC(CC(C1=O)(C)C)(C)CNC(C1=CC=CC=C1)=O N-((3-cyano-1,5,5-trimethyl-4-oxocyclohex-2-en-1-yl)methyl)benzamide